methyl (S)-4-(4-(tert-butyl) phenyl)-4-oxo-3-phenylbutyrate C(C)(C)(C)C1=CC=C(C=C1)C([C@@H](CC(=O)OC)C1=CC=CC=C1)=O